C(#N)C=1C(=C(C(=O)NC2=CC=C3C=NN(C3=C2)C=2C=NN(C2)C2=CC=CC=C2)C=CC1)C(C)C 3-Cyano-2-isopropyl-N-(1-(1-phenyl-1H-pyrazol-4-yl)-1H-indazol-6-yl)benzamide